(3-benzyloxyphenyl)boronic acid C(C1=CC=CC=C1)OC=1C=C(C=CC1)B(O)O